(E)-4-(2-(4-(2-(4-(1-(4-chlorophenyl)-2-phenylbut-1-en-1-yl)phenoxy)ethyl)piperazin-1-yl)ethyl)piperazine-1-carboxylate ClC1=CC=C(C=C1)\C(=C(/CC)\C1=CC=CC=C1)\C1=CC=C(OCCN2CCN(CC2)CCN2CCN(CC2)C(=O)[O-])C=C1